BrC=1C=C2C(=C(N(C2=CC1)CCOC1CCOCC1)C=1C(=NC=C(C1)C1CN(C1)C1CC1)[C@H](C)OC)CC(CO)(C)C (S)-3-(5-bromo-2-(5-(1-cyclopropylazetidin-3-yl)-2-(1-methoxyethyl)pyridin-3-yl)-1-(2-((tetrahydro-2H-pyran-4-yl)oxy)ethyl)-1H-indol-3-yl)-2,2-dimethylpropan-1-ol